(R)-1-(4-((1-(3-(difluoromethyl)-2-fluorophenyl)ethyl)amino)-6-(4-methoxypiperidin-4-yl)quinolin-7-yl)ethane-1-one hydrochloride Cl.FC(C=1C(=C(C=CC1)[C@@H](C)NC1=CC=NC2=CC(=C(C=C12)C1(CCNCC1)OC)C(C)=O)F)F